N-((1r,3r)-3-((5-(1-(2,2-difluoroethyl)-1H-benzo[d][1,2,3]triazol-6-yl)-4-methoxypyrrolo[2,1-f][1,2,4]triazin-2-yl-7-d)amino)-1-methylcyclobutyl)acetamide FC(CN1N=NC2=C1C=C(C=C2)C=2C=C(N1N=C(N=C(C12)OC)NC1CC(C1)(C)NC(C)=O)[2H])F